neodymium octylheptyl phosphonate neodymium (1-methylheptyl)(2-ethylhexyl)phosphonate CC(CCCCCC)OP([O-])(=O)CC(CCCC)CC.[Nd+3].P(OC(CCCCCC)CCCCCCCC)([O-])=O.[Nd+3]